C(C)N1N=NC(=C1)N(CC(=O)OC(C)(C)C)C tert-butyl N-(1-ethyl-1H-1,2,3-triazol-4-yl)-N-methylglycinate